O1C(=NC=2C=CC=3C=CC=NC3C21)N oxazoloquinolinamine